COC1=CC=C(C=C1)\N=C/C(=O)OC methyl (Z)-2-((4-methoxyphenyl)imino)acetate